tert-butyl ((3-(4-(trifluoromethyl)phenyl)-4,5,6,7-tetrahydropyrazolo[1,5-a]pyrimidin-6-yl)methyl)carbamate FC(C1=CC=C(C=C1)C=1C=NN2C1NCC(C2)CNC(OC(C)(C)C)=O)(F)F